C(C1=CC=CC=C1)SSSCC1=CC=CC=C1 dibenzyl trisulfide